1-((3,4-dipropylheptyl) oxy)-1-oxoeicosan-10-yl-1-methylpiperidine-4-carboxylate C(CC)C(CCOC(CCCCCCCCC(CCCCCCCCCC)OC(=O)C1CCN(CC1)C)=O)C(CCC)CCC